4-((2s,4s)-4-(bicyclo[1.1.1]pentan-1-ylamino)-1-((5-methoxy-7-methyl-1H-indol-4-yl)methyl)piperidin-2-yl)benzoic acid C12(CC(C1)C2)N[C@@H]2C[C@H](N(CC2)CC2=C1C=CNC1=C(C=C2OC)C)C2=CC=C(C(=O)O)C=C2